2-methoxy-4-(3-oxo-3-{[10,13-dimethyl-17-(5-isopropylhept-2-yl)-2,3,4,5,6,7,8,9,11,12,14,15,16,17-tetradecahydro-1H-cyclopenta[a]phenanthren-3-yl]oxy}prop-1-enyl)phenolate COC1=C(C=CC(=C1)C=CC(OC1CCC2(C3CCC4(C(CCC4C3CCC2C1)C(C)CCC(CC)C(C)C)C)C)=O)[O-]